C1(CCCC1)C1=CC(=C(C(=C1)F)NC(C1=C(C=CC(=C1)[N+](=O)[O-])SC1=NN=CN1CCOC)=O)F N-(4-cyclopentyl-2,6-difluorophenyl)-2-{[4-(2-methoxyethyl)-4H-1,2,4-triazol-3-yl]sulfanyl}-5-nitrobenzamide